O=C1NC(CCC1NC1=CC=C(C=C1)C1CCN(CC1)CCCCC1=CC=2C(=NC=CC2C2=CC(=C(C=C2)CNC(OC(C)(C)C)=O)C)S1)=O tert-butyl N-[[4-[2-[4-[4-[4-[(2,6-dioxo-3-piperidyl)amino]phenyl]-1-piperidyl]butyl]thieno[2,3-b]pyridin-4-yl]-2-methyl-phenyl]methyl]carbamate